O1CC(=CC1)C=1N=C2C(=NC1)N(C=C2C=2CCN(CC2)C(=O)OC(C)(C)C)COCC[Si](C)(C)C tert-butyl 4-[2-(2,5-dihydrofuran-3-yl)-5-(2-trimethylsilylethoxymethyl)pyrrolo[2,3-b]pyrazin-7-yl]-3,6-dihydro-2H-pyridine-1-carboxylate